N-methyl-3-(2-methylphenoxy)amphetamine CNC(C)CC1=CC(=CC=C1)OC1=C(C=CC=C1)C